Methyl-glucal CC=1O[C@@H]([C@H]([C@@H](C1)O)O)CO